CC(CC)(NS(=O)(=O)O)C dimethyl-propyl-sulfoamine